2-phenylethyl carbamate C(N)(OCCC1=CC=CC=C1)=O